FC1=CC(=C(C=C1)C(C)N1C[C@@H](N(C[C@H]1C)C=1C=2C(N(C(C1)=O)C([2H])([2H])[2H])=CN(N2)CC#N)C)C(F)(F)F (7-((2S,5R)-4-(1-(4-fluoro-2-(trifluoromethyl)phenyl)ethyl)-2,5-dimethylpiperazin-1-yl)-4-(methyl-d3)-5-oxo-4,5-dihydro-2H-pyrazolo[4,3-b]pyridin-2-yl)acetonitrile